[Si](C)(C)(C(C)(C)C)OC1=CC=C2C3=C(C(OC2=C1)=O)C=C(C=C3)C#CCNC(OC(C)(C)C)=O tert-butyl (3-(3-((tert-butyldimethylsilyl)oxy)-6-oxo-6H-benzo[c]chromen-8-yl)prop-2-yn-1-yl)carbamate